COC1CN(C1)C(=O)C1CCC(CC1)C1=CC=C(C=C1)N1C[C@@H](CC1)OC=1C(=NC=2N(C1C)N=C(N2)C)C (3-methoxyazetidin-1-yl)-[4-[4-[(3R)-3-[(2,5,7-trimethyl-[1,2,4]triazolo[1,5-a]pyrimidin-6-yl)oxy]pyrrolidin-1-yl]phenyl]cyclohexyl]methanone